C1(CC1)CC(=O)N[C@H](C(=O)N[C@@H](C)C1=NC2=C(N1)C=CC=C2F)CC(=O)N2[C@H](CCCC2)CC (2S)-2-[(2-cyclopropylacetyl)amino]-4-[(2S)-2-ethyl-1-piperidyl]-N-[(1S)-1-(4-fluoro-1H-benzimidazol-2-yl)ethyl]-4-oxo-butanamide